ClC1=C(C=CC(=C1)F)C1=CC(OC2=CC(=CC=C12)NS(=O)(=O)C1=CC=C(C=C1)[N+](=O)[O-])=O N-(4-(2-chloro-4-fluorophenyl)-2-oxo-2H-chromen-7-yl)-4-nitrobenzenesulfonamide